2-amino-N-(2-(2-chlorobenzoyl)-4-nitrophenyl)acetamide hydrochloride Cl.NCC(=O)NC1=C(C=C(C=C1)[N+](=O)[O-])C(C1=C(C=CC=C1)Cl)=O